CC1=CC=2C(C3=CC=CC=C3C2C=C1)=O 2-methyl-9-fluorenone